ClCC1=CC(=CC(=C1)[N+](=O)[O-])[N+](=O)[O-] 1-(chloromethyl)-3,5-dinitrobenzene